3-chloro-2-piperazin-1-yl-6-(1,2,3,4-tetrahydroisoquinolin-5-yl)quinoline dihydrochloride Cl.Cl.ClC=1C(=NC2=CC=C(C=C2C1)C1=C2CCNCC2=CC=C1)N1CCNCC1